2-(1-(acetylleucyl)-1H-pyrazol-4-yl)-N-(3-(3,6-difluoropyridin-2-yl)-1-((1r,4r)-4-ethoxycyclohexyl)-1H-pyrazol-4-yl)thiazole-4-carboxamide C(C)(=O)N[C@@H](CC(C)C)C(=O)N1N=CC(=C1)C=1SC=C(N1)C(=O)NC=1C(=NN(C1)C1CCC(CC1)OCC)C1=NC(=CC=C1F)F